3-(1-amino-3-hydroxypropyl)-1-({3,4-difluoro-2-[(2-fluoro-4-iodophenyl)amino]phenyl}carbonyl)azetidin-3-ol NC(CCO)C1(CN(C1)C(=O)C1=C(C(=C(C=C1)F)F)NC1=C(C=C(C=C1)I)F)O